C(=O)(OC(C)(C)C)N[C@@H](CC1=CC=C(C=C1)Br)C(=O)O Boc-4-bromo-L-phenylalanine